ethyl-5-(1-((tert-butylsulfinyl)amino)-2-phenylethyl)-2-methylbenzofuran C(C)C1=C(OC2=C1C=C(C=C2)C(CC2=CC=CC=C2)NS(=O)C(C)(C)C)C